C(C)(C)(C)C1=NN(C=C1)CCCN 3-(3-(tert-butyl)-1H-pyrazol-1-yl)propan-1-amine